4-t-Butylstyrene C(C)(C)(C)C1=CC=C(C=C)C=C1